methyl (S)-5-oxopiperidine-2-carboxylate O=C1CC[C@H](NC1)C(=O)OC